ortho-amino-para-tert-butylphenol NC1=C(C=CC(=C1)C(C)(C)C)O